FC1=C(CN2C(NC(C=C2Cl)=O)=O)C=C(C(=C1)F)F 1-(2,4,5-Trifluorobenzyl)-6-chloropyrimidine-2,4(1H,3H)-dione